C(CCC)[Si](C)(C)[C@@]1(C[C@H](OCSC)[C@@H](CO)O1)N1C(=O)N=C(N)C=C1 butyldimethylsilyl-3'-O-methylthiomethyl-2'-deoxycytidine